1-Benzyl-5-(3,5-bis(trifluoromethyl)phenyl)-3,4-dimethyl-3-((benzylseleno)methyl)-1H-pyrrol-2(3H)-one C(C1=CC=CC=C1)N1C(C(C(=C1C1=CC(=CC(=C1)C(F)(F)F)C(F)(F)F)C)(C[Se]CC1=CC=CC=C1)C)=O